C[C@H]1N(CCOC1)C1=CC(=C2C(=N1)C(=NS2)C2=CC(=NN2)C)N2N=NC=C2 (R)-3-methyl-4-(3-(3-methyl-1H-pyrazol-5-yl)-7-(1H-1,2,3-triazol-1-yl)isothiazolo[4,5-b]pyridin-5-yl)morpholine